ClC1=CC=C(N=N1)CC#N 2-(6-Chloropyridazin-3-yl)acetonitrile